ClC1=CC=C2C(=NC(N(C2=C1)C1=CC=CC=C1)=O)N1CCOCC1 7-chloro-4-morpholino-1-phenyl-quinazolin-2(1H)-one